Dimethyl Chlorophthalate ClC1=C(C(C(=O)OC)=CC=C1)C(=O)OC